2-Isopropyl-5-(quinoxalin-2-yl)benzene C(C)(C)C1=CC=C(C=C1)C1=NC2=CC=CC=C2N=C1